6-(1-methyl-1H-pyrazol-4-yl)-4-(6-(7-(3-phenylpropionyl)-2,7-diazaspiro[3.5]nonan-2-yl)pyridin-3-yl)pyrazolo[1,5-a]pyridine-3-carbonitrile CN1N=CC(=C1)C=1C=C(C=2N(C1)N=CC2C#N)C=2C=NC(=CC2)N2CC1(C2)CCN(CC1)C(CCC1=CC=CC=C1)=O